(S)-4-(6-((4-(methoxycarbonyl)-2-methylbenzyl)oxy)pyridine-2-yl)-2-methylpiperazine-1-carboxylic acid tert-butyl ester C(C)(C)(C)OC(=O)N1[C@H](CN(CC1)C1=NC(=CC=C1)OCC1=C(C=C(C=C1)C(=O)OC)C)C